ClC1=C(C=C(C=C1)F)C1(CC1)C1=NOC(=N1)C1=NN(C(=C1)C(F)(F)F)C 3-(1-(2-chloro-5-fluorophenyl)cyclopropyl)-5-(1-methyl-5-(trifluoromethyl)-1H-pyrazol-3-yl)-1,2,4-oxadiazole